10-((3-((2-((5-fluoropyridin-2-yl)amino)-5-(methylcarbamoyl)pyridin-4-yl)amino)-2-methoxybenzoyl)oxy)decanoic acid FC=1C=CC(=NC1)NC1=NC=C(C(=C1)NC=1C(=C(C(=O)OCCCCCCCCCC(=O)O)C=CC1)OC)C(NC)=O